BrC1=CC=C(S1)C=1SC(=CC1)C1=C(N=C(O1)C)C1=C(C=C(C=C1)Cl)Cl 5-(5'-bromo-[2,2'-bithiophene]-5-yl)-4-(2,4-dichlorophenyl)-2-methyl-oxazole